N-(6-(2-aminopyrimidin-5-yl)-3-(prop-1-yn-1-yl)imidazo[1,2-b]pyridazin-8-yl)-N-(4-methoxybenzyl)glycine NC1=NC=C(C=N1)C=1C=C(C=2N(N1)C(=CN2)C#CC)N(CC(=O)O)CC2=CC=C(C=C2)OC